N-(2'-(4-(hydroxymethyl)piperidin-1-yl)-[4,4'-bipyridin]-2-yl)-2-(3-methoxyphenyl)acetamide tert-butyl-4-(5-isopropoxy-2-methyl-4-nitrophenyl)-5,6-dihydropyridine-1(2H)-carboxylate C(C)(C)(C)OC(=O)N1CC=C(CC1)C1=C(C=C(C(=C1)OC(C)C)[N+](=O)[O-])C.OCC1CCN(CC1)C1=NC=CC(=C1)C1=CC(=NC=C1)NC(CC1=CC(=CC=C1)OC)=O